N1(CCCCC1)C(=O)C=1C=NN2C1C=CC=C2C2=CC=C(C=C2)NC(C)=O N-(4-(3-(piperidine-1-carbonyl)pyrazolo[1,5-a]pyridin-7-yl)phenyl)acetamide